dipropyl methanedisulfonate C(S(=O)(=O)OCCC)S(=O)(=O)OCCC